4-[3-[2,6-Dichloro-4-[(3S)-3,4-dimethylpiperazin-1-yl]benzoyl]-2,4-dihydro-1,3-benzoxazin-8-yl]-5-fluoro-2-(3-oxa-8-azabicyclo[3.2.1]octan-8-yl)benzoic acid ClC1=C(C(=O)N2COC3=C(C2)C=CC=C3C3=CC(=C(C(=O)O)C=C3F)N3C2COCC3CC2)C(=CC(=C1)N1C[C@@H](N(CC1)C)C)Cl